normalhexane CCCCCC